(E)-1-(2,3-difluorostyryl)isoquinoline FC1=C(/C=C/C2=NC=CC3=CC=CC=C23)C=CC=C1F